(4-((6-(1,1-difluoroethyl)pyridin-2-yl)amino)-5-(2-methoxyethoxy)pyridin-2-yl)acetamide FC(C)(F)C1=CC=CC(=N1)NC1=CC(=NC=C1OCCOC)CC(=O)N